CC1CN(CC1)C1=CC=CC=N1 6-(3-Methylpyrrolidin-1-yl)pyridin